N(=C=O)C1=CC=C(C=C1)OP(=S)(OC1=CC=C(C=C1)N=C=O)OC1=CC=C(C=C1)N=C=O Tris-(p-isocyanatophenyl)-thiophosphat